FC1=CC(=C(C=C1)C=1C=NC=2N(C1)C=C(N2)COC2=CC=NC=C2)OC 6-(4-fluoro-2-methoxyphenyl)-2-(pyridin-4-yloxymethyl)imidazo[1,2-a]pyrimidine